COC=1C=C(C=CC1NCC#CC=1N(C2=CC=CC(=C2C1)NC1CCC(CC1)N1CCS(CC1)=O)CC(F)(F)F)S(=O)(=O)N 3-methoxy-4-{[3-(4-{[(1R,4R)-4-(1-oxo-1λ4-thiomorpholin-4-yl)cyclohexyl]amino}-1-(2,2,2-trifluoroethyl)-1H-indol-2-yl)prop-2-yn-1-yl]amino}benzene-1-sulfonamide